C(C(=C)C)(=O)OC[SiH2]N[SiH2]N[SiH3] methacryloyloxymethyl-trisilazane